ClC1=NC(=CC=C1C(=O)O)N1N=C(C=C1)OCC1C2(C13CC3)CC2 2-chloro-6-[3-(dispiro[2.0.2.1]heptan-7-ylmethoxy)pyrazol-1-yl]pyridine-3-carboxylic acid